C(C)(C)(C)OC(=O)N1CC2N(CCC2C1)C1=NC(=CC=C1)N 1-(6-Aminopyridin-2-yl)hexahydropyrrolo[3,4-b]pyrrole-5(1H)-carboxylic acid tert-butyl ester